6-(4-methoxypyrrolo[2,1-f][1,2,4]triazin-5-yl)-2-methyl-1-((3-methyl-1,2,4-thiadiazol-5-yl)methyl)-1H-imidazo[4,5-b]pyridine COC1=NC=NN2C1=C(C=C2)C=2C=C1C(=NC2)N=C(N1CC1=NC(=NS1)C)C